N-(4-methoxy-2-methylphenyl)-7-phenylpyrazolo[1,5-a]pyrimidine COC1=CC(=C(C=C1)N1CC=C2N1C(=CC=N2)C2=CC=CC=C2)C